decanedicarboxylic acid bis(2,2,6,6-tetramethyl-1-(octyloxy)-4-piperidinyl) ester CC1(N(C(CC(C1)OC(=O)C(CCCCCCCCC)C(=O)OC1CC(N(C(C1)(C)C)OCCCCCCCC)(C)C)(C)C)OCCCCCCCC)C